3-(2-nitrosophenyl)propionic acid N(=O)C1=C(C=CC=C1)CCC(=O)O